N-{[2-({[(1-methylcyclobutyl)methyl]amino}methyl)-1H-indol-6-yl]methyl}-4-oxo-4H-pyrido[1,2-a]pyrimidine-2-carboxamide CC1(CCC1)CNCC=1NC2=CC(=CC=C2C1)CNC(=O)C=1N=C2N(C(C1)=O)C=CC=C2